C(C)(C)C1=C(C=CC=C1)C1=CC=C(N=N1)CN (6-(2-isopropylphenyl)pyridazin-3-yl)methylamine